C=C(C(=O)O)C(=O)O.C=C(C(=O)O)C(=O)O.C(CCC)(O)O Butanediol di(methylene malonate)